3-phenylprop-2-en-1-al C1(=CC=CC=C1)C=CC=O